N-[4-(3-Cyanophenyl)-5-[2-(difluoromethyl)-6-methyl-4-pyridyl]thiazol-2-yl]-6-oxa-2,9-diazaspiro[4.5]decan-2-carboxamid C(#N)C=1C=C(C=CC1)C=1N=C(SC1C1=CC(=NC(=C1)C)C(F)F)NC(=O)N1CC2(CC1)OCCNC2